C1(CC1)COC1=CC=C(C=C1)C=1C(=NC(=CN1)CCCC(F)(F)F)N1CCC(CC1)C(=O)O 1-(3-(4-(cyclopropylmethoxy)phenyl)-6-(4,4,4-trifluorobutyl)pyrazin-2-yl)piperidine-4-carboxylic acid